N-(2,3-dihydro-1,4-benzoxazin-4-yl)-3-(1-ethoxyvinyl)-6-methyl-7-(2,3,5-trifluorophenyl)-pyrazolo[3,2-b][1,3]thiazole-2-carboxamide O1CCN(C2=C1C=CC=C2)NC(=O)C2=C(N1C(S2)=C(C(=N1)C)C1=C(C(=CC(=C1)F)F)F)C(=C)OCC